C[Si](C1=CC=C(C=C1)[Si](OCC)(C)C)(OCC)C 1,4-bis(dimethylethoxysilyl)benzene